bis(4-hydroxy-3-bromophenyl)propane tert-butyl-N-[2-(benzylsulfanyl)-6-chloropyridin-3-yl]carbamate C(C)(C)(C)OC(NC=1C(=NC(=CC1)Cl)SCC1=CC=CC=C1)=O.OC1=C(C=C(C=C1)C(C)(C)C1=CC(=C(C=C1)O)Br)Br